N1=C(C=CC=C1)[C@@H](C)NC(=O)[C@H]1CN(CC[C@@H]1NC(=O)C1=NOC(=N1)C1=C(C=C(C=C1)F)F)C1CCCCC1 (3S,4S)-1-Cyclohexyl-4-{[5-(2,4-difluoro-phenyl)-[1,2,4]oxadiazole-3-carbonyl]-amino}-piperidine-3-carboxylic acid ((R)-1-pyridin-2-yl-ethyl)-amide